CN1C(NC2=C3C(=NC=C21)NC=C3C=3C=C2C=NN(C2=CC3)C([2H])([2H])[2H])=O 3-methyl-8-(1-(methyl-d3)-1H-indazol-5-yl)-2-oxo-3,6-dihydroimidazo[4,5-d]pyrrolo[2,3-b]pyridin